16α-methyl-21-[4-[2,6-bis(1-pyrrolidinyl)-4-pyrimidinyl]-1-piperazinyl]pregna-1,4-diene-3,20-dione C[C@H]1[C@H](C(CN2CCN(CC2)C2=NC(=NC(=C2)N2CCCC2)N2CCCC2)=O)[C@]2(CC[C@@H]3[C@]4(C=CC(C=C4CC[C@H]3[C@@H]2C1)=O)C)C